C(C)OC(=O)[C@@H]1[C@H](C1)C1=NC=C(C=C1)NCC1=C(C=CC(=C1)Br)F (1S,2S)-2-[5-(5-bromo-2-fluoro-benzylamino)-pyridin-2-yl]Cyclopropanecarboxylic acid ethyl ester